Adenineacetic acid N1=C(N=C2N=CNC2=C1N)CC(=O)O